C(CCCC)OC=1C=C2C=CC(=CC2=CC1)B(O)O 6-PENTYLOXYNAPHTHALENE-2-BORONIC ACID